C(CCCCC(=O)O)(=O)O.C(CCCCC(=O)O)(=O)O adipic acid-adipate salt